C1(=CC=CC=C1)C=1C(C(N(N1)C1=CC=C(C=C1)C(=O)N1CCNCC1)=O)NNC1=CC=CC=C1 5-Phenyl-4-(2-phenylhydrazino)-2-(4-(piperazine-1-carbonyl)phenyl)-2,4-dihydro-3H-pyrazol-3-one